ClC1=C(C=CC=C1)NC(=O)C1=CN=C2N1C=C(C=C2)C2=CC(=CC=C2)OC N-(2-Chlorophenyl)-6-(3-methoxyphenyl)imidazo[1,2-a]pyridine-3-carboxamide